ethyl 2-chloro-4-methylpyrimidine-5-carboxylate ClC1=NC=C(C(=N1)C)C(=O)OCC